tert-butyl 3-[4-[[2-[3-methyl-5-(1-piperidylsulfonyl)indol-1-yl]propanoylamino]methyl]anilino]azetidine-1-carboxylate CC1=CN(C2=CC=C(C=C12)S(=O)(=O)N1CCCCC1)C(C(=O)NCC1=CC=C(NC2CN(C2)C(=O)OC(C)(C)C)C=C1)C